[Si](C1=CC=CC=C1)(C1=CC=CC=C1)(C(C)(C)C)OC(CCCCCC(=O)O)CCCCCC(OCCCCCCCCCCC)=O 7-((tert-butyldiphenylsilyl)oxy)-13-oxo-13-(undecyloxy)tridecanoic acid